(S,E)-Methyl-7-(1-(2-(3,5,7-trimethyl-1-adamantylamino)-2-oxoethyl)-2-oxo-1,2-dihydropyridin-3-ylamino)-6-(3-methylbenzofuran-2-carboxamido)-7-oxohept-2-enoat COC(\C=C\CC[C@@H](C(=O)NC=1C(N(C=CC1)CC(=O)NC12CC3(CC(CC(C1)(C3)C)(C2)C)C)=O)NC(=O)C=2OC3=C(C2C)C=CC=C3)=O